COC=1C=C2C(=C(NC2=CC1)C)C=NN 2-((5-methoxy-2-methyl-1H-indol-3-yl)methylene)-hydrazine